C(C1=CC=CC=C1)C1=NN(C(=C1)NC(CC(C)C)=O)CC N-(3-benzyl-1-ethyl-1H-pyrazol-5-yl)-3-methylbutanamide